FC(OC1=CC=C(C=C1)C(=O)N1CCCCC1)F 1-{[4-(difluoromethoxy)phenyl]carbonyl}piperidin